N-(2-hydroxy-5-nonylbenzyl)-β,β-dihydroxyethylamine nitrogen [N].OC1=C(CNCC(O)O)C=C(C=C1)CCCCCCCCC